methyl 4-((4-methoxyphenyl) amino)-3-nitrobenzoate COC1=CC=C(C=C1)NC1=C(C=C(C(=O)OC)C=C1)[N+](=O)[O-]